2-(methylthio)-1-(2-(5-(p-tolyl)oxazol-2-yl)piperidin-1-yl)propan-1-one CSC(C(=O)N1C(CCCC1)C=1OC(=CN1)C1=CC=C(C=C1)C)C